ClC1=C2C(=CC=C1F)N(C(C21CCN(CC1)C(=O)C1=CC=C2C(=N1)C=NN2)=O)CC(=O)N2C[C@H]([C@H](C2)F)N(C)C 4-chloro-1-[2-[(3R,4S)-3-(dimethylamino)-4-fluoropyrrolidin-1-yl]-2-oxoethyl]-5-fluoro-1'-(1H-pyrazolo[4,3-b]pyridine-5-carbonyl)spiro[indole-3,4'-piperidin]-2-one